(2R)-2-[4-(3-cyclopropylisoxazol-4-yl)-1-methyl-1H-imidazol-2-yl]-1,1-difluoro-6-azaspiro[2.5]octane-6-sulfonamide C1(CC1)C1=NOC=C1C=1N=C(N(C1)C)[C@@H]1C(C12CCN(CC2)S(=O)(=O)N)(F)F